C(C)N1C(=NC(=C1)C(F)(F)F)C1=C(C=C(C=C1)C(C)N1C=2N(CCC1=O)N=C(C2)C2=C(C=NN2C(C)C)C#N)F 5-(4-(1-(4-(1-ethyl-4-(trifluoromethyl)-1H-imidazol-2-yl)-3-fluorophenyl)ethyl)-5-oxo-4,5,6,7-tetrahydropyrazolo[1,5-a]pyrimidin-2-yl)-1-isopropyl-1H-pyrazole-4-carbonitrile